CNC(C1=C(C=CC=C1)S(=O)(=O)C1=CC=C2C(=NNC2=C1)CCC1=NC=CC=C1)=O n-methyl-2-((3-((1E)-2-(pyridine-2-yl)ethyl)-1H-indazol-6-yl)sulfonyl)benzamide